C1NC(C2CNCCC21)=O octahydro-3H-pyrrolo[3,4-c]Pyridin-3-one